N-(3,3-difluorocyclopentyl)-1-(3-(4-methoxyphenyl)-1,2,4-oxadiazol-5-yl)piperidine-4-carboxamide FC1(CC(CC1)NC(=O)C1CCN(CC1)C1=NC(=NO1)C1=CC=C(C=C1)OC)F